N-(3-(1H-imidazol-2-yl)-5-(methylamino)phenyl)-5-cyclopropylpyrazolo[1,5-a]pyrimidine-3-carboxamide N1C(=NC=C1)C=1C=C(C=C(C1)NC)NC(=O)C=1C=NN2C1N=C(C=C2)C2CC2